C12C(CCC(C1(C)C)C2)=C (±)-β-pinene